[N+](=O)([O-])C1=CC=C(COC(=O)C=2N3C([C@@H]([C@H]3[C@H](C2OP(=O)(OC2=CC=CC=C2)OC2=CC=CC=C2)C)[C@@H](C)NC(CN2N=NN=C2)=O)=O)C=C1 (4R,5R,6R)-6-((R)-1-(2-(1H-tetrazol-1-yl)acetamido)ethyl)-3-(diphenoxyphosphoryloxy)-4-methyl-7-oxo-1-azabicyclo[3.2.0]hept-2-ene-2-carboxylic acid 4-nitrobenzyl ester